4-iodo-1H-pyrazolo[3,4-B]pyridine IC1=C2C(=NC=C1)NN=C2